3-Chloro-6-phenoxyphenazin-1-ol ClC=1C=C(C2=NC3=CC=CC(=C3N=C2C1)OC1=CC=CC=C1)O